COC=1C=C(CCC2=C(C(=O)O)C=CC=C2)C=CC1 2-(3-methoxyphenethyl)benzoic acid